C12CC(CC(CC1)N2)OC=2C=C1C(=NC=NC1=CC2)NC2=CC(=C(C=C2)OC2=CC=1N(C=C2)N=CN1)C 6-((8-Azabicyclo[3.2.1]octan-3-yl)oxy)-N-(4-([1,2,4]triazolo[1,5-a]pyridin-7-yloxy)-3-methylphenyl)quinazolin-4-amine